Tert-butyl (1R,2'S)-2'-methyl-6-(trifluoromethylsulfonyloxy)spiro[isochromane-1,4'-piperidine]-1'-carboxylate C[C@@H]1N(CC[C@]2(C1)OCCC1=CC(=CC=C12)OS(=O)(=O)C(F)(F)F)C(=O)OC(C)(C)C